FC(C1=NC=C(C(=O)Cl)C=C1C)F 6-(difluoromethyl)-5-methylnicotinoyl chloride